1-deoxyribulose CC(=O)[C@H](O)[C@H](O)CO